FC(C(=O)NC1=NC=CC(=C1)C1=C(C=2N=CN=C(C2N1)O[C@@H]1COCC1)C1=NC=CC=C1)(F)F 2,2,2-trifluoro-N-{4-[4-{[(3S)-oxolan-3-yl]oxy}-7-(pyridin-2-yl)-5H-pyrrolo[3,2-d]pyrimidin-6-yl]pyridin-2-yl}acetamide